NCCOCCOCCC(=O)N[C@@H](CC1=CC=C(C=C1)O)C(=O)OC(C)(C)C tert-butyl (3-(2-(2-aminoethoxy)ethoxy)propanoyl)-L-tyrosinate